(3-Bromobenzyl)carbamic acid tert-butyl ester C(C)(C)(C)OC(NCC1=CC(=CC=C1)Br)=O